C(N)(=O)C=1C(=NC(=C(N1)C=1C2=C(C=NC1)N(C=N2)C)NC)NC2=CC=C(C=C2)CS(=O)(=O)[O-] [4-[[3-Carbamoyl-6-(methylamino)-5-(3-methylimidazo[4,5-c]pyridin-7-yl) pyrazin-2-yl]amino]phenyl]methanesulfonate